C(C)OC(CC=1N(N=C(C1)C(F)F)C1=CC(=C(C=C1)F)F)=O.C(C)(C)(C)NC(CN(C)C=1C2=C(N=C(N1)C1=NC=CC(=C1)Cl)CCC2O)=O N-tert-butyl-2-{[2-(4-chloropyridin-2-yl)-5-hydroxy-5H,6H,7H-cyclopenta[d]pyrimidin-4-yl](methyl)amino}acetamide ethyl-2-[5-(difluoromethyl)-2-(3,4-difluorophenyl)pyrazol-3-yl]acetate